C=C1CCCN(C1)C 5-methylene-N-methyl-piperidine